N1(C=NC=C1)C=1N=CC2=C(N1)C(=CC(N2C)=O)NC2CCC(CC2)NCC(F)(F)F 2-(1H-Imidazol-1-yl)-5-methyl-8-(((1R,4R)-4-((2,2,2-trifluoroethyl)amino)cyclohexyl)-amino)pyrido[3,2-d]pyrimidin-6(5H)-on